6-bromo-3-(2,6-dibenzyloxy-3-pyridinyl)-1H-benzimidazol-2-one BrC=1C=CC2=C(NC(N2C=2C(=NC(=CC2)OCC2=CC=CC=C2)OCC2=CC=CC=C2)=O)C1